FC1=C(CN2N=CC(=C2)B2OC(C(O2)(C)C)(C)C)C=CC(=C1)F 2,4-difluorobenzyl-4-(4,4,5,5-tetramethyl-1,3,2-dioxaborolan-2-yl)-1H-pyrazole